C(C)(=O)O[C@H]1[C@@H]([C@H]([C@H](O)O[C@@H]1COC(C)=O)NC(C(F)(F)F)=O)O 4,6-di-O-acetyl-2-deoxy-2-trifluoroacetamido-beta-D-glucopyranose